4-((5-((3S,4S)-4-amino-3-methyl-2-oxa-8-azaspiro[4.5]decan-8-yl)pyrazin-2-yl)thio)-8-((1-methoxycyclopropyl)methyl)-6,6a,7,8-tetrahydro-9H-imidazo[1,5-d]pyrido[3,2-b][1,4]oxazin-9-one N[C@@H]1[C@@H](OCC12CCN(CC2)C=2N=CC(=NC2)SC2=CC=NC1=C2OCC2N1C(N(C2)CC2(CC2)OC)=O)C